O[C@]1(C(CO)=O)CC[C@H]2[C@@H]3CCC4=CC(CC[C@]4(C)[C@H]3CC[C@]12C)=O 17,21-dihydroxy-4-pregnene-3,20-dione